C1([C@@H](O)[C@H](O)[C@H](O)[C@@H](O1)C)[C@]1([C@H](C(O)O[C@@H]([C@H]1O[C@H]1[C@H](O)[C@@H](O)[C@@H](O)[C@H](O1)CO)CO)NC(C)=O)O 3-fucosyl-N-Acetyllactosamine